2-(3-Phenyl-[1,2,4]oxadiazol-5-yl)-pentanoic Acid (5-bromo-pyridin-2-yl)-amide BrC=1C=CC(=NC1)NC(C(CCC)C1=NC(=NO1)C1=CC=CC=C1)=O